C([O-])([O-])=O.[Cs+].[Cs+] dicaesium carbonate